((3-fluoro-6-(2-methoxypyridin-4-yl)-2-methylphenyl)carbamoyl)-2-methyl-N'-trityl-2,3-dihydropyrazolo[5,1-b]oxazole-7-sulfonimidamide FC=1C(=C(C(=CC1)C1=CC(=NC=C1)OC)NC(=O)C1(CN2C(O1)=C(C=N2)S(=O)(N)=NC(C2=CC=CC=C2)(C2=CC=CC=C2)C2=CC=CC=C2)C)C